tert-Butyl N-[(3S)-1-[2-[(1-isopropyl-3-nitro-pyrazolo[5,4-b]pyridin-6-yl)amino]-5-[1-(2,2,2-trifluoroethyl)pyrazol-4-yl]-4-pyridyl]-3-piperidyl]carbamate C(C)(C)N1N=C(C=2C1=NC(=CC2)NC2=NC=C(C(=C2)N2C[C@H](CCC2)NC(OC(C)(C)C)=O)C=2C=NN(C2)CC(F)(F)F)[N+](=O)[O-]